C(C)(C)(C)OC(=O)N[C@H](C(=O)OC(C)(C)C)CCCN1C(=NC=C1)[N+](=O)[O-] tert-butyl (2S)-2-{[(tert-butoxy)carbonyl]amino}-5-(2-nitro-1H-imidazol-1-yl)pentanoate